(s)-3-((3-butyl-7-(methylthio)-1,1-dioxido-5-phenyl-2,3,4,5-tetrahydro-1,5-benzothiazepin-8-yl)oxy)propanoic acid C(CCC)[C@@H]1CS(C2=C(N(C1)C1=CC=CC=C1)C=C(C(=C2)OCCC(=O)O)SC)(=O)=O